(E)-2-Butenyl butyrate C(CCC)(=O)OC\C=C\C